N-(3,4-bis((tert-butyldimethylsilyl)oxy)cyclohexyl)-1-(4-(difluoromethoxy)phenyl)-3-methyl-5-oxo-4,5-dihydro-1H-pyrazole-4-carboxamide [Si](C)(C)(C(C)(C)C)OC1CC(CCC1O[Si](C)(C)C(C)(C)C)NC(=O)C1C(=NN(C1=O)C1=CC=C(C=C1)OC(F)F)C